n-eicosyl propanoate C(CC)(=O)OCCCCCCCCCCCCCCCCCCCC